6-Methylspiro[chroman-4,1'-cyclohexane] CC=1C=C2C(=CC1)OCCC21CCCCC1